6-acetyl-2-((5-(1-(((1r,4r)-4-(((tert-butyldimethylsilyl)oxy)methyl)cyclohexyl)methyl)piperidin-4-yl)pyridin-2-yl)amino)-8-cyclopentyl-5-methylpyrido[2,3-d]pyrimidin-7(8H)-one C(C)(=O)C1=C(C2=C(N=C(N=C2)NC2=NC=C(C=C2)C2CCN(CC2)CC2CCC(CC2)CO[Si](C)(C)C(C)(C)C)N(C1=O)C1CCCC1)C